CC1=NC(=CC=C1N1CCN(CC1)CC=1C=C2NC(C=3N(C2=C(C1)F)N=CC3)=O)C(N)=O 7-((4-(2-methyl-6-(carbamoyl)pyridin-3-yl)piperazin-1-yl)methyl)-9-fluoropyrazolo[1,5-a]quinoxalin-4(5H)-one